(R)-2-(amino)-5-hexynoic acid N[C@@H](C(=O)O)CCC#C